3-methylbutane-1,3-diyl diacrylate C(C=C)(=O)OCCC(C)(C)OC(C=C)=O